N1=NC=C2C1=NC(C=C2)=O pyrazolo[3,4-b]pyridine-6-one